BrC=1C=C(N)C=CC1C(F)(F)F 3-bromo-4-trifluoromethyl-aniline